tert-Butyl 4-(7-(2-((tert-butoxycarbonyl)amino)-7-fluorobenzo[d]thiazol-4-yl)-6-chloro-3-cyano-8-fluoro-2-((trimethylsilyl)ethynyl)quinolin-4-yl)piperazine-1-carboxylate C(C)(C)(C)OC(=O)NC=1SC2=C(N1)C(=CC=C2F)C2=C(C=C1C(=C(C(=NC1=C2F)C#C[Si](C)(C)C)C#N)N2CCN(CC2)C(=O)OC(C)(C)C)Cl